4,4'-methylenebis(2,6-di-tertiary butylphenol) C(C1=CC(=C(C(=C1)C(C)(C)C)O)C(C)(C)C)C1=CC(=C(C(=C1)C(C)(C)C)O)C(C)(C)C